N-[2-[1-[3-[4-[4-[(2,6-dioxo-3-piperidyl)amino]phenyl]-1-piperidyl]-3-oxo-propyl]azetidin-3-yl]-7-isopropoxy-imidazo[1,2-a]pyridin-6-yl]-6-(trifluoromethyl)pyridine-2-carboxamide O=C1NC(CCC1NC1=CC=C(C=C1)C1CCN(CC1)C(CCN1CC(C1)C=1N=C2N(C=C(C(=C2)OC(C)C)NC(=O)C2=NC(=CC=C2)C(F)(F)F)C1)=O)=O